4-((3R,5S)-4-acryloyl-3,5-dimethylpiperazin-1-yl)-6,7-dichloro-1-(2-isopropyl-4-methylpyridin-3-yl)-2-oxo-1,2-dihydro-1,8-naphthyridine-3-carbonitrile C(C=C)(=O)N1[C@@H](CN(C[C@@H]1C)C1=C(C(N(C2=NC(=C(C=C12)Cl)Cl)C=1C(=NC=CC1C)C(C)C)=O)C#N)C